COC1=C(C(=O)OC)C(=CC(=N1)C(F)(F)F)C methyl 2-methoxy-4-methyl-6-(trifluoromethyl)nicotinate